n-propoxy(acetylacetone) C(CC)OC(C(C)=O)C(C)=O